C(\C=C\C(=O)O[C@@H]1[C@H](CCC1)O)(=O)OC(C)(C)C tert-Butyl (1S,2S)-2-hydroxycyclopentyl (2E)-but-2-enedioate